COCCOC=1C(=NC2=CC=CC=C2C1C(=O)NC1(CC1)C1=CC=CC=C1)C1=CC(=CC=C1)C(F)(F)F [2-(methyloxy)ethyl]oxyl-N-(1-phenylcyclopropyl)-2-[3-(trifluoromethyl)phenyl]-4-quinolinecarboxamide